N-(8-amino-6-(4-methoxypyridin-3-yl)isoquinolin-3-yl)-2-fluorocyclopropane-1-carboxamide NC=1C=C(C=C2C=C(N=CC12)NC(=O)C1C(C1)F)C=1C=NC=CC1OC